C(#N)C1=CNC2=NC=C(C=C21)S(=O)(=O)N2CCC1(C[C@H](CO1)NC[C@@H](COC=1C=C(C=CC1)S(=O)(=O)NC)O)CC2 3-((S)-3-((R)-8-(3-cyano-1H-pyrrolo[2,3-b]pyridin-5-ylsulfonyl)-1-oxa-8-azaspiro[4.5]decan-3-ylamino)-2-hydroxypropoxy)-N-methylbenzenesulfonamide